N-(tetrahydrofuran-3-yl)pyridinecarboxamide O1CC(CC1)NC(=O)C1=NC=CC=C1